ClC=1C=C(C=CC1)C1N(CCC1)C1=NC=2N(C=C1)N=CC2C=2C=CC(=C(C#N)C2)P(=O)(C)C 5-(5-(2-(3-chlorophenyl)pyrrolidin-1-yl)pyrazolo[1,5-a]pyrimidin-3-yl)-2-(dimethylphosphoryl)benzonitrile